2-p-methylphenyl-1,3-dibromopentane CC1=CC=C(C=C1)C(CBr)C(CC)Br